BrC=1OC(=NN1)C12CC(C1)(C2)C(F)(F)F 2-bromo-5-(3-(trifluoromethyl)bicyclo[1.1.1]pentan-1-yl)-1,3,4-oxadiazole